OC1(CCN(CC1)C(=O)[C@H]1[C@@H](CN(CC1)CC1=NC=CN=C1)C1=CC=CC=C1)CN1C=NN2C(C1=O)=CC=C2C2=CC=CC=C2 3-[[4-hydroxy-1-[(3R,4R)-3-phenyl-1-(pyrazin-2-ylmethyl)piperidine-4-carbonyl]-4-piperidinyl]methyl]-7-phenyl-pyrrolo[2,1-f][1,2,4]triazin-4-one